BrC=1C=C(C=O)C=C(C1O)Br 3,5-Dibromo-4-hydroxybenzaldehyde